2-(3-((2-butyl-5-(2-(4-cyclopropylpiperazin-1-yl)-2-oxoethyl)-4-methyl-6-oxopyrimidin-1(6H)-yl)methyl)-1H-indol-1-yl)-N-(4,5-dimethylisoxazol-3-yl)benzenesulfonamide C(CCC)C=1N(C(C(=C(N1)C)CC(=O)N1CCN(CC1)C1CC1)=O)CC1=CN(C2=CC=CC=C12)C1=C(C=CC=C1)S(=O)(=O)NC1=NOC(=C1C)C